2-Methyl-4-(4-nitro-2-(trifluoromethyl)phenyl)piperazine-1-carboxylic acid tert-butyl ester C(C)(C)(C)OC(=O)N1C(CN(CC1)C1=C(C=C(C=C1)[N+](=O)[O-])C(F)(F)F)C